ClC=1C=C(C=C(C1)F)NC(C(=O)C1=C(C=C(C=C1F)OC1=NC=NC2=CC(=C(C=C12)OC)OC)F)=O (3-chloro-5-fluorophenyl)-2-(4-((6,7-dimethoxyquinazolin-4-yl)oxy)-2,6-difluorophenyl)-2-oxoacetamide